(S)-4-(6-(3,5-dimethylisoxazol-4-yl)-2-(1-(piperidin-4-yl)-1H-pyrazol-4-yl)quinazolin-4-yl)-3-phenylmorpholine HCl Cl.CC1=NOC(=C1C=1C=C2C(=NC(=NC2=CC1)C=1C=NN(C1)C1CCNCC1)N1[C@H](COCC1)C1=CC=CC=C1)C